C(C)OC1=C(C=C(C=N1)C1=NC(=NC=C1F)NC1CCN(CC1)S(=O)(=O)C)F 4-(6-ethoxy-5-fluoropyridin-3-yl)-5-fluoro-N-(1-(methylsulfonyl)piperidin-4-yl)pyrimidin-2-amine